Methyl ((2-((2,2-dimethyl-3-(trityloxy)propanoyl)thio)ethoxy)(4-nitrophenoxy)phosphoryl)-L-alaninate CC(C(=O)SCCOP(=O)(OC1=CC=C(C=C1)[N+](=O)[O-])N[C@@H](C)C(=O)OC)(COC(C1=CC=CC=C1)(C1=CC=CC=C1)C1=CC=CC=C1)C